(2S,4R)-1-[(2S)-2-amino-3,3-dimethyl-butyryl]-4-hydroxy-N-[(1S)-1-[4-(4-methylthiazol-5-yl)phenyl]ethyl]pyrrolidine-2-carboxamide hydrochloride Cl.N[C@H](C(=O)N1[C@@H](C[C@H](C1)O)C(=O)N[C@@H](C)C1=CC=C(C=C1)C1=C(N=CS1)C)C(C)(C)C